(1R,2S,4R)-2-amino-4-(benzyloxy)cyclopentan-1-ol N[C@@H]1[C@@H](C[C@@H](C1)OCC1=CC=CC=C1)O